1-(2-(4-ethylpiperazin-1-yl)-6,7-dihydrothiazolo[5,4-c]pyridin-5(4H)-yl)-3,3-dimethylbutan-1-one C(C)N1CCN(CC1)C=1SC=2CN(CCC2N1)C(CC(C)(C)C)=O